bis-sec-butylaminyldiphenylmethane C(C)(CC)NC(C1=CC=CC=C1)(C1=CC=CC=C1)NC(C)CC